4,6-dideoxy-4-amino-alpha-d-glucose N[C@H]1[C@@H]([C@H]([C@@H](O)O[C@@H]1C)O)O